2-(6-(4-ethoxyphenyl)pyridin-3-yl)-6-fluoroquinoline-4-carboxylic acid C(C)OC1=CC=C(C=C1)C1=CC=C(C=N1)C1=NC2=CC=C(C=C2C(=C1)C(=O)O)F